4-(1,6-dimethyl-1H-indazol-7-yl)-7,7-dimethyl-2-oxo-1,5,7,8-tetrahydro-2H-pyrano[4,3-b]pyridine-3-carbonitrile CN1N=CC2=CC=C(C(=C12)C=1C2=C(NC(C1C#N)=O)CC(OC2)(C)C)C